BrC1=CC=C(C=C1)C(C(=O)OCC)(F)F ethyl 2-(4-bromophenyl)-2,2-difluoro-acetate